C(C1=CC=CC=C1)OCCCCOCCCS(=O)(=O)[O-] 2-[4-(benzyloxy)butoxy]ethylmethanesulfonate